N1N=CC(=C1)C=1C=C(C=CC1)S(=O)(=O)N1CCC2(CC(CO2)NC[C@@H](COC=2C=C(C=CC2)S(=O)(=O)NC)O)CC1 3-((2S)-3-(8-(3-(1H-pyrazol-4-yl)phenylsulfonyl)-1-oxa-8-azaspiro[4.5]decan-3-ylamino)-2-hydroxypropoxy)-N-methylbenzenesulfonamide